2-(1-hydroxynaphthalene-2-yl)-4(s)-methylimidazole OC1=C(C=CC2=CC=CC=C12)C=1NC=C(N1)C